OC(C(=O)OC(C)CC(C)C)(C)C 4-methylpentan-2-yl α-hydroxyisobutyrate